(-)-Methyl-3-(4-(3-bromophenyl)buta-2,3-dien-1-yl)-4-oxo-2-phenylthiochromane-3-carboxylate COC(=O)C1(C(SC2=CC=CC=C2C1=O)C1=CC=CC=C1)CC=C=CC1=CC(=CC=C1)Br